2-chloro-9,10-bis(n-butoxycarbonyleicosyleneoxy)anthracene ClC1=CC2=C(C3=CC=CC=C3C(=C2C=C1)OCCCCCCCCCCCCCCCCCCCCC(=O)OCCCC)OCCCCCCCCCCCCCCCCCCCCC(=O)OCCCC